1-benzyl-7-(2-methyl-4-(4H-1,2,4-triazol-3-yl)phenyl)-3,4-dihydropyrazino[2,3-b]pyrazin-2(1H)-one C(C1=CC=CC=C1)N1C(CNC=2C1=NC(=CN2)C2=C(C=C(C=C2)C2=NN=CN2)C)=O